4-(2-(bis(2-hydroxyethyl)amino)-6-(bis(2-methoxyethyl)amino)-8-(4-methoxypiperidin-1-yl)pyrimido[5,4-d]pyrimidin-4-yl)-1,6,6-trimethylpiperazin-2-one OCCN(C=1N=C(C2=C(N1)C(=NC(=N2)N(CCOC)CCOC)N2CCC(CC2)OC)N2CC(N(C(C2)(C)C)C)=O)CCO